BrC=1C=NN(C1F)COCC[Si](C)(C)C 4-bromo-5-fluoro-1-((2-(trimethylsilyl)ethoxy)methyl)-1H-pyrazole